9-(4-nitrophenyl)-9H-carbazole [N+](=O)([O-])C1=CC=C(C=C1)N1C2=CC=CC=C2C=2C=CC=CC12